N-methyl-N-(2-(4-(methylsulfonyl)morpholin-2-yl)ethyl)-6-(2-azaspiro[5.5]undecan-2-yl)-2-(trifluoromethyl)pyrimidin-4-amine CN(C1=NC(=NC(=C1)N1CC2(CCC1)CCCCC2)C(F)(F)F)CCC2CN(CCO2)S(=O)(=O)C